dimethoxymethyl-propyl-silane COC(OC)[SiH2]CCC